Cl.FC1=C(C=C2CN(C(C2=C1)=O)C1C(NC(CC1)=O)=O)C1CCNCC1 3-(6-fluoro-1-oxo-5-(piperidin-4-yl)isoindolin-2-yl)piperidine-2,6-dione HCl Salt